CC=1C(OC(C1)OC)(CO)OC methyl-2,5-dihydro-2,5-dimethoxy-2-furanmethanol